(S)-3-(2-(4-(4-fluorophenyl)piperazin-1-yl)ethyl)-1-oxo-2,8-diazaspiro[4.5]decane-8-carboxylic acid tert-butyl ester C(C)(C)(C)OC(=O)N1CCC2(C[C@H](NC2=O)CCN2CCN(CC2)C2=CC=C(C=C2)F)CC1